(Z)-5-Fluoro-N'-hydroxy-4-iodo-6-methylpicolinimidamide FC=1C(=CC(=NC1C)/C(/N)=N/O)I